CC(C)(C)[S@@](=O)N[C@@H](C)C1=CC(=CC=C1)OC=1C=NC(=CC1)C (R)-2-methyl-N-((S)-1-(3-((6-methylpyridin-3-yl)oxy)phenyl)ethyl)propane-2-sulfinamide